ClC1=CC=C(C=C1)C1=C(CC2(CC2)C(C1)(C)C)CO (6-(4-chlorophenyl)-8,8-dimethyl-spiro[2.5]oct-5-en-5-yl)methanol